4-cyano-4''-pentyloxy-p-terphenyl C(#N)C1=CC=C(C=C1)C1=CC=C(C=C1)C1=CC=C(C=C1)OCCCCC